3-(tert-butyldimethylsilyl)-6-chloro-1-methylquinoxalin-2(1H)-one [Si](C)(C)(C(C)(C)C)C=1C(N(C2=CC=C(C=C2N1)Cl)C)=O